CN(C1=NSC(=N1)N1C=C(C(C2=CC(=C(N=C12)N1CC(C1)C(NCCOCC)=O)F)=O)C(=O)O)C 1-[3-(dimethylamino)-1,2,4-thiadiazol-5-yl]-7-{3-[(2-ethoxyethyl)carbamoyl]azetidin-1-yl}-6-fluoro-4-oxo-1,4-dihydro-1,8-naphthyridine-3-carboxylic acid